COC1=CC(=C(C=C1NC1=NC=NC(=C1)N1OCC[C@@H]1C=1C=NC(=CC1)C)NC(C=C)=O)N1CCC(CC1)N1CCOCC1 N-(4-methoxy-5-((6-((R)-3-(6-methylpyridine-3-yl)isoxazolidine-2-yl)pyrimidine-4-yl)amino)-2-(4-morpholinopiperidine-1-yl)phenyl)acrylamide